(R)-N-(4-(2-(4-bromophenyl)but-3-yn-2-yl)thiazol-2-yl)acetamide BrC1=CC=C(C=C1)[C@@](C)(C#C)C=1N=C(SC1)NC(C)=O